ClC1=C(C(=O)N2COC3=C(C2)C=CC=C3C3=CC(=C(C(=O)O)C=C3F)N(CC3=NOC=C3)C)C(=CC(=C1)C=1C=NN(C1)C)Cl 4-[3-[2,6-Dichloro-4-(1-methylpyrazol-4-yl)benzoyl]-2,4-dihydro-1,3-benzoxazin-8-yl]-5-fluoro-2-[methyl(1,2-oxazol-3-ylmethyl)amino]benzoic acid